(1S,2S)-N-(5-(4-chloro-3-fluoro-1H-pyrrolo[2,3-b]pyridin-5-yl)pyrazolo[1,5-a]pyridin-2-yl)-2-fluorocyclopropane-1-carboxamide ClC1=C2C(=NC=C1C1=CC=3N(C=C1)N=C(C3)NC(=O)[C@H]3[C@H](C3)F)NC=C2F